NC1=C(C=CC=C1)C1(CC1)S(=O)(=O)N (2-aminophenyl)cyclopropanesulfonamide